S-(2-iodoethyl) 2-methoxyethanethioate COCC(SCCI)=O